N1=C(N=CC=C1)N1CC=CC2=CC(=CC=C12)S(=O)(=O)N (pyrimidin-2-yl)-1,2-dihydroquinoline-6-sulfonamide